4-cyano-4-(ethylthiocarbonyl)thiopentanoic acid C(#N)C(CCC(=S)O)(C)C(=S)CC